1-(3-((4-methyl-6-((5-methylthiazol-2-yl)amino)pyridin-2-yl)amino)piperidin-1-yl)prop-2-en-1-one CC1=CC(=NC(=C1)NC=1SC(=CN1)C)NC1CN(CCC1)C(C=C)=O